ethyl-1'-((1-methyl-1H-pyrazol-4-yl)methyl)-6'',7''-dihydrodispiro[cyclobutane-1,2'-piperidin-4',4''-thieno[3,2-c]pyran] C(C)C1=CC=2C3(OCCC2S1)CC1(N(CC3)CC=3C=NN(C3)C)CCC1